2-Ethylhexyl 3-((4-hydroxy-5,6,7,8-tetrahydronaphthalen-2-yl)thio)propanoate OC1=CC(=CC=2CCCCC12)SCCC(=O)OCC(CCCC)CC